mesityl (phenyl) ketone C1(=CC=CC=C1)C(=O)C1=C(C=C(C=C1C)C)C